(1R,4R)-5-(3-chloroisoquinolin-5-yl)-2-oxa-5-azabicyclo[2.2.1]heptane ClC=1N=CC2=CC=CC(=C2C1)N1[C@H]2CO[C@@H](C1)C2